C(C)(C)(C)OC(=O)N1C[C@@H](CC1)NC(=O)C1=C(OC2=C1C=C(C=C2)OCC2=CC(=CC=C2)C)C.C(C(C)C)N2CCC1(CCC1NC(C1=CC=CC=C1)=O)CC2 N-(7-isobutyl-7-azaspiro[3.5]non-1-yl)benzamide tert-butyl-(R)-3-(2-methyl-5-((3-methylbenzyl)oxy)benzofuran-3-carboxamido)pyrrolidine-1-carboxylate